Cl.Cl.NC1=C2C(=NC=N1)N(N=C2C)C(C)C=2C(=C(C(=C(C2)Cl)C)C2=CC(=NC=C2)C(=O)O)OC 4-(3-(1-(4-Amino-3-methyl-1H-pyrazolo[3,4-d]pyrimidin-1-yl)ethyl)-5-chloro-2-methoxy-6-methylphenyl)picolinic Acid Dihydrochloride